(R)-3-(trifluoromethyl)-7,7a,8,9,10,11-hexahydro-6H-pyrazino[1,2-d]pyridino[3,2-b][1,4]oxazepine hydrochloride Cl.FC(C1=CC=2OCC[C@H]3N(C2N=C1)CCNC3)(F)F